CN(C1=CCN(C=C1)CC)C 4-dimethylamino-1-ethylpyridine